(5-(fluoromethoxy)pyridin-2-yl)methanol FCOC=1C=CC(=NC1)CO